C(#N)C(C#N)=C1CC(C2=CC=CC=C12)=O 3-(1,1-dicyanomethylene)-indenone